1-(5-methyl-3,6,7,8-tetrahydrocyclopenta[d]pyrrolo[3,4-b]pyridin-2(1H)-yl)-2-(1-(2-(trifluoromethyl)pyridin-4-yl)azetidin-3-yl)ethan-1-one CC1=C2C(=C3C(=N1)CN(C3)C(CC3CN(C3)C3=CC(=NC=C3)C(F)(F)F)=O)CCC2